N1C=C(C2=CC=CC=C12)CCNS(=O)(=O)C1=CC=C(C=C1)OCCCN1CCN(CC1)C N-(2-(1H-indol-3-yl)ethyl)-4-(3-(4-methylpiperazin-1-yl)propoxy)benzenesulfonamide